CS(=O)(=O)NC=1C=C(C=CC1)NC(=O)C=1SC=C(C1)C1=NC=CC=C1 N-(3-methanesulfonamidophenyl)-4-(pyridin-2-yl)thiophene-2-carboxamide